CC=1N=C2N(C(C1)=O)C=CC=C2C(=O)O 2-methyl-4-oxo-4H-pyrido[1,2-a]pyrimidine-9-carboxylic acid